(2S)-2-{[(tert-butoxy)carbonyl]amino}-3-[(triphenylmethyl)carbamoyl]propanoic acid C(C)(C)(C)OC(=O)N[C@H](C(=O)O)CC(NC(C1=CC=CC=C1)(C1=CC=CC=C1)C1=CC=CC=C1)=O